tert-butyl (S)-4-[(3-cyanophenyl)phenylmethyl]-3-(difluoromethyl)-1-piperazinecarboxylate C(#N)C=1C=C(C=CC1)C(N1[C@@H](CN(CC1)C(=O)OC(C)(C)C)C(F)F)C1=CC=CC=C1